BrC1=CC(=CC(=C1)CS(=O)(=O)C)Br 1,3-dibromo-5-((methylsulfonyl)methyl)benzene